FC1=C(NC(=C1)C)C(=O)OCC ethyl 3-fluoro-5-methyl-1H-pyrrole-2-carboxylate